CN1N=CC(=C1)C=1C=NC=2N(C1)C=C(N2)C2=C(C=CC=C2)O 2-[6-(1-methylpyrazol-4-yl)imidazo[1,2-a]pyrimidin-2-yl]phenol